C(#N)C=1C(=C2C(=NC1)N(C=C2)S(=O)(=O)CC2=CC=CC=C2)N2CC1(CCN1C(=O)NC1=NC(=NS1)OC)CC2 6-(5-cyano-1-toluenesulfonyl-1H-pyrrolo[2,3-B]pyridin-4-yl)-N-(3-methoxy-1,2,4-thiadiazol-5-yl)-1,6-diazaspiro[3.4]octane-1-carboxamide